1-hexadecyl-3-methylimidazolium tetrafluoroborate salt F[B-](F)(F)F.C(CCCCCCCCCCCCCCC)N1C=[N+](C=C1)C